C1(=CC=CC=C1)CCOC(=O)N1CCN(CC1)C=1C=NN2C1C=CC(=C2)C=2C=NN(C2)C 2-phenylethyl-4-[6-(1-methyl-1H-pyrazol-4-yl)pyrazolo[1,5-a]pyridin-3-yl]piperazine-1-carboxylate